hydroxydecanoyl-β-hydroxydecanoate OCCCCCCCCCC(=O)OC(CC(CCCCCCC)O)=O